6-(1H-indazol-6-yl)-N2-[1-methyl-1-(2-pyridinyl)ethyl]-1,3,5-triazine-2,4-diamine hydrochloride Cl.N1N=CC2=CC=C(C=C12)C1=NC(=NC(=N1)NC(C)(C1=NC=CC=C1)C)N